NC1=NC=C(C=C1C1=C(C=C(C=C1)NC(=O)C=1C(C(=C2N(CC3N(C2=O)CCO3)C1)C1=CC=C(C=C1)F)=O)F)C=1C=NN(C1)C1CCNCC1 N-(4-(2-amino-5-(1-(piperidin-4-yl)-1H-pyrazol-4-yl)pyridin-3-yl)-3-fluorophenyl)-6-(4-fluorophenyl)-5,7-dioxo-2,3,5,7,11,11a-hexahydrooxazolo[3,2-a]pyrido[1,2-d]pyrazine-8-carboxamide